3-(N-(benzo[d][1,3]dioxol-5-yl)sulfamoyl)-N-phenylbenzamide O1COC2=C1C=CC(=C2)NS(=O)(=O)C=2C=C(C(=O)NC1=CC=CC=C1)C=CC2